C(#N)CCNC(=O)C1=CC2=C(CN(C2)C2=NOC(C2)(C(F)(F)F)C2=CC(=C(C(=C2)Cl)F)Cl)S1 N-(2-cyanoethyl)-5-(5-(3,5-dichloro-4-fluorophenyl)-5-(trifluoromethyl)-4,5-dihydroisoxazol-3-yl)-5,6-dihydro-4H-thieno[2,3-c]pyrrole-2-carboxamide